NC1=CC=C(C(=N1)F)C1=CN=C(N1)C1CN2C(CC3(CC3)[C@H]2C2=C1C=1C(=C(C=NC2)Cl)C(=CC(C1)=O)F)=O |o1:21| (S*)-12-(5-(6-amino-2-fluoropyridin-3-yl)-1H-imidazol-2-yl)-7-chloro-8-fluoro-13,14-dihydro-2H-spiro[benzo[5,6]azocino[4,3-g]indolizine-3,1'-cyclopropane]-1,10(4H,12H)-dione